C1(=CC=CC=C1)S(=O)(=O)N1C=CC2=C1N=CC=1NC(C3(NC12)CC(CC3)=O)=O 7'-(benzenesulfonyl)-4',7'-dihydrospiro[cyclopentane-1,2'-pyrrolo[3',2':5,6]pyrido[3,4-b]pyrazine]-3,3'(1'H)-dione